FC([C@H]1N(C(OC1)=C=O)C=1N=C2N(CCOC3=C2C=CC(=C3)N[C@H](C(=O)N)C)C1C)F (S)-2-((2-((S)-4-(difluoromethyl)-2-carbonyloxazolidin-3-yl)-3-methyl-5,6-dihydrobenzo[f]imidazo[1,2-d][1,4]oxazepin-9-yl)amino)propanamide